FC=1C=C(C#N)C=C(C1)OC1=C2C(=NNC2=C(C=C1)S(=O)(=O)C)CO 3-fluoro-5-{[3-(hydroxymethyl)-7-methanesulfonyl-1H-indazol-4-yl]oxy}benzonitrile